OC(C(C(C(=O)[O-])C)C1=CC(=CC=C1)NC(C(C)OCCNC(CC)=O)=O)C 4-hydroxy-3-(3-(2-(2-propionamido-ethoxy) propionamido) phenyl)-2-methylpentanoate